CN1C=CC2=C1N=CN=C2OC2=CC=C(C=C2)NC(CC2=CC=C(C=C2)C(F)(F)F)=O N-(4-((7-methyl-7H-pyrrolo[2,3-D]pyrimidine-4-yl)oxy)phenyl)-2-(4-(trifluoromethyl)phenyl)acetamide